6-(4-aminophenyl)-1-(2,6-difluorobenzyl)-5-((dimethylamino)methyl)-3-(6-(oxetan-3-yloxy)pyridin-2-yl)thieno[2,3-d]pyrimidine-2,4(1h,3h)-dione NC1=CC=C(C=C1)C1=C(C2=C(N(C(N(C2=O)C2=NC(=CC=C2)OC2COC2)=O)CC2=C(C=CC=C2F)F)S1)CN(C)C